FC1(CCN(CC1)[C@@H]1C[C@H](N(C1)C(=O)OCC1C2=CC=CC=C2C=2C=CC=CC12)C(=O)O)F (2S,4R)-4-(4,4-difluoropiperidin-1-yl)-1-(9H-fluoren-9-yl-methoxycarbonyl)pyrrolidin-2-carboxylic acid